BrC=1C=C(C=2N(C1)C(=NC2)C=2SC(=NN2)C(F)(F)F)Cl 2-(6-bromo-8-chloroimidazo[1,5-a]pyridin-3-yl)-5-(trifluoromethyl)-1,3,4-thiadiazole